3-(4-Chloro-2-methylphenyl)-N-(4-methyl-3-(pyridin-4-yl)-1H-pyrazol-5-yl)propanamide ClC1=CC(=C(C=C1)CCC(=O)NC1=C(C(=NN1)C1=CC=NC=C1)C)C